FC=1C=C(C=CC1C1=NC=2C=CNC(C2C(=C1)NC1=NC=C(C=C1)N1CCC(CC1)OC)=O)NC(=O)C1CCCCC1 N-[3-fluoro-4-[4-[[5-(4-methoxy-1-piperidyl)-2-pyridyl]amino]-5-oxo-6H-1,6-naphthyridin-2-yl]phenyl]cyclohexanecarboxamide